N1CC(CCC1)C1=CC(=C2C=NC=NN21)C2=C(C(=O)N(C(C)C)C(C)C)C=CC=C2 2-[7-(Piperidin-3-yl)pyrrolo[2,1-f][1,2,4]triazine-5-yl]-N,N-diisopropylbenzamide